imidazo[1,2-a]pyridine-8-sulfonamide N=1C=CN2C1C(=CC=C2)S(=O)(=O)N